tert-butyl (2S)-2-(cyanomethyl)-4-[7-(2,3-dimethylphenyl)-2-methylsulfinyl-6,8-dihydro-5H-pyrido[3,4-d]pyrimidin-4-yl]piperazine-1-carboxylate C(#N)C[C@@H]1N(CCN(C1)C=1C2=C(N=C(N1)S(=O)C)CN(CC2)C2=C(C(=CC=C2)C)C)C(=O)OC(C)(C)C